2'-chloro-N-(5-(5-chloro-3,6-dimethylpyrazine-2-carbonyl)-5,6-dihydro-4H-pyrrolo[3,4-d]thiazol-2-yl)-5'-methoxy-6-methyl-[4,4'-bipyridine]-3-carboxamide ClC1=NC=C(C(=C1)C1=C(C=NC(=C1)C)C(=O)NC=1SC2=C(N1)CN(C2)C(=O)C2=NC(=C(N=C2C)Cl)C)OC